1-(4-(trifluoromethyl)phenyl)imidazolium FC(C1=CC=C(C=C1)N1C=[NH+]C=C1)(F)F